FC=1C=C(C=CC1)S(=O)(=O)CC(=O)C1=CC=C(C=C1)C1=NOC(=N1)C(F)(F)F 2-((3-fluorophenyl)sulfonyl)-1-(4-(5-(trifluoromethyl)-1,2,4-oxadiazol-3-yl)phenyl)ethan-1-one